3-{5-[(7-Fluoroisoquinolin-8-yl)methoxy]-2-fluoro-4-methoxyphenyl}-2,4-dioxo-1H-thieno[3,4-d]pyrimidine-5-carboxylic acid FC1=CC=C2C=CN=CC2=C1COC=1C(=CC(=C(C1)N1C(NC=2C(C1=O)=C(SC2)C(=O)O)=O)F)OC